3-(2,5-dioxo-2,5-dihydro-1H-pyrrol-1-yl)-N-{27-[(2,5-dioxopyrrolidine-1-yl)oxy]-27-oxo-3,6,9,12,15,18,21,24-octaoxaheptacos-1-yl}propanamide aluminum [Al].O=C1N(C(C=C1)=O)CCC(=O)NCCOCCOCCOCCOCCOCCOCCOCCOCCC(=O)ON1C(CCC1=O)=O